NC1=CC=C(C=C1)N1CCN(CC1)CC1CCC2(CCN(CC2)C(=O)C=2C=CC(=C(C2)C2C(NC(CC2)=O)=O)Cl)CC1 3-[5-[9-[[4-(4-aminophenyl)piperazin-1-yl]methyl]-3-azaspiro[5.5]undecane-3-carbonyl]-2-chlorophenyl]piperidine-2,6-dione